3-(3-chloro-4-fluorophenyl)-1-(4-methoxyphenyl)-1-((5-methyl-4,5,6,7-tetrahydro-1H-pyrazolo[4,3-c]pyridin-3-yl)methyl)urea ClC=1C=C(C=CC1F)NC(N(CC1=NNC2=C1CN(CC2)C)C2=CC=C(C=C2)OC)=O